indolebenzamide N1C(=CC2=CC=CC=C12)C1=CC=CC=C1C(=O)N